C1(=CC=CC=C1)S(=O)(=O)N1C=C(C=2C1=NC(=CC2)C=2C(=NOC2C)C)C2=NC(=NC=C2C(F)(F)F)N[C@@H]2[C@@H](CCC2)CS(=O)(=O)[O-] [(1R,2S)-2-[[4-[1-(benzenesulfonyl)-6-(3,5-dimethylisoxazol-4-yl) pyrrolo[2,3-b]pyridin-3-yl]-5-(trifluoromethyl) pyrimidin-2-yl] amino] cyclopentyl]methanesulfonate